OC1=C(C(N(C=C1)C)=O)NC(N[C@@H](CC(=O)O)C=1C=C(C=CC1)C1=C(C=CC=C1)C)=O (S)-3-(3-(4-hydroxy-1-methyl-2-oxo-1,2-dihydropyridin-3-yl)ureido)-3-(2'-methylbiphenyl-3-yl)propionic acid